C1=CC=CC=2C3=CC=CC=C3C(C12)COC(=O)N([C@H](C(=O)O)CCC#C)C (2S)-2-[9H-fluoren-9-ylmethoxycarbonyl(methyl)amino]hex-5-ynoic acid